N-(2-(4,4-difluorocyclohexyl)-4-(2,5-difluorophenyl)pyridin-3-yl)isochromane-3-carboxamide FC1(CCC(CC1)C1=NC=CC(=C1NC(=O)C1OCC2=CC=CC=C2C1)C1=C(C=CC(=C1)F)F)F